N-[(S)-amino(6-aminopyridin-2-yl)oxo-λ6-sulfanylidene]-6-tert-butyl-2-(2,4,6-trimethylphenoxy)pyridine-3-carboxamide N[S@@](=NC(=O)C=1C(=NC(=CC1)C(C)(C)C)OC1=C(C=C(C=C1C)C)C)(=O)C1=NC(=CC=C1)N